C12(CC3CC(CC(C1)C3)C2)CCN2[C@@H]3CN([C@H](C2)C3)C3=C2C(N(C(=NC2=CC=C3)C)C3C(NC(CC3)=O)=O)=O 3-(5-((1S,4S)-5-(2-((3S,5S,7S)-adamantan-1-yl)ethyl)-2,5-diazabicyclo[2.2.1]heptane-2-yl)-2-methyl-4-oxoquinazolin-3(4H)-yl)piperidine-2,6-dione